ClC=1C=C2C=C(NC2=CC1)CNC(N(C)[C@H]1CN(CCC1)C(C1=NC=C(C=C1)OC)=O)=O (R)-3-((5-chloro-1H-indol-2-yl)methyl)-1-(1-(5-methoxypicolinoyl)piperidin-3-yl)-1-methylurea